4-isopropylthio-2,5-dimethoxy-phenethylamine C(C)(C)SC1=CC(=C(CCN)C=C1OC)OC